N1(CCC1)C1=CC2=C(OC[C@@H](C(N2C)=O)NC(=O)C2=NNC(=N2)CC2=CC=CC=C2)C=C1 (S)-N-(7-(azetidin-1-yl)-5-methyl-4-oxo-2,3,4,5-tetrahydrobenzo[b][1,4]oxazepin-3-yl)-5-benzyl-1H-1,2,4-triazole-3-carboxamide